C(C)(=O)C=1C=C(C=C2C(N(C(=NC12)N1CC2=CC=C(C=C2C1)F)C)=O)C 8-acetyl-2-(5-fluoroisoindolin-2-yl)-3,6-dimethylquinazolin-4(3H)-one